ClC(C1=NC(=NO1)C1=CC=C(CNC=2C(C(C2NCC2CC2)=O)=O)C=C1)(F)F 3-((4-(5-(chlorodifluoromethyl)-1,2,4-oxadiazol-3-yl)benzyl)amino)-4-((cyclopropylmethyl)amino)cyclobut-3-ene-1,2-dione